ClC[C@H](COC1=C(C=C(C=C1Cl)C(C)(C)C1=CC=C(C=C1)OC[C@H](CN1CCOCC1)O)Cl)CC(=O)O.C[C@@H]1N([C@@H](CNC1)C)C(C)=O 1-((2S,6R)-2,6-dimethylpiperazin-1-yl)ethanone (S)-1-chloro-3-(2,6-dichloro-4-(2-(4-((S)-2-hydroxy-3-morpholinopropoxy)phenyl)propan-2-yl)phenoxy)propan-2-yl-acetate